NC(C(CN1N=CN=C1)NC(=O)C1=C(OC2=C1C=C(C=C2)OCC2=C(N=CS2)C)C)=O N-(1-Amino-1-oxo-3-(1H-1,2,4-triazol-1-yl)propan-2-yl)-2-methyl-5-((4-methylthiazol-5-yl)methoxy)benzofuran-3-carboxamide